CC1(C2=CC=CC=C2C=2C=C(C=CC12)NC1=CC=C(C=C1)N(C1=CC=CC=C1)C1=CC=CC=C1)C N1-(9,9-dimethyl-9H-fluoren-3-yl)-N4,N4-diphenylbenzene-1,4-diamine